zinc-iron tetrazole N1N=NN=C1.[Fe].[Zn]